ClC1=C(C=CC2=C1C(=N[C@H](C=1N2C(=NN1)C)C)C1=C(C=CC(=N1)O)F)C(F)(F)F 6-[(4S)-7-chloro-1,4-dimethyl-8-(trifluoromethyl)-4H-[1,2,4]triazolo[4,3-a][1,4]benzodiazepin-6-yl]-5-fluoro-pyridin-2-ol